FC=1C=C(C(=NC1OCCF)OC)N 5-fluoro-6-(2-fluoroethoxy)-2-methoxypyridine-3-amine